3-(4-(4-((METHYL(2-MORPHOLINOETHYL)AMINO)METHYL)BENZYLOXY)-1-OXOISOINDOLIN-2-YL)PIPERIDINE-2,6-DIONE CN(CCN1CCOCC1)CC1=CC=C(COC2=C3CN(C(C3=CC=C2)=O)C2C(NC(CC2)=O)=O)C=C1